COC(=O)C1(CCC2(C(CC3=C(C=CC=C23)Cl)C[C@H](CO)C)CC1)NC1=CC(=CC=C1)Cl (1R,4R)-4'-chloro-4-(3-chloroanilino)-2'-[(2R)-3-hydroxy-2-methylpropyl]-2',3'-dihydrospiro[cyclohexane-1,1'-indene]-4-carboxylic acid methyl ester